N'-Hydroxy-5-((1-methyl-3-(4-(trifluoromethyl)phenyl)-1H-pyrazol-5-yl)amino)picolinimidamide ON=C(C1=NC=C(C=C1)NC1=CC(=NN1C)C1=CC=C(C=C1)C(F)(F)F)N